8,9-difluoro-4-hydroxy-6-oxo-1,4,5,6-tetrahydro-2H-pyrano[3,4-c]isoquinolin FC=1C(=CC=2C3=C(NC(C2C1)=O)C(OCC3)O)F